7-Chloro-8-fluoro-1-methyl-2-oxo-1,2-dihydro-1,6-naphthyridin-4-yl trifluoromethanesulfonate FC(S(=O)(=O)OC1=CC(N(C2=C(C(=NC=C12)Cl)F)C)=O)(F)F